glucose pentaacetate hydrochloride Cl.C(C)(=O)O[C@@H](C=O)[C@@H](OC(C)=O)[C@H](OC(C)=O)[C@H](OC(C)=O)COC(C)=O